4-1-Ethyl-2-{3-[(2-methylpyridin-4-yl)amino]prop-1-yn-1-yl}-1H-indole-5-carbaldehyde C(C)C1=C2C=C(NC2=CC=C1C=O)C#CCNC1=CC(=NC=C1)C